COCCCC(=O)NC1=CC2=CN(N=C2C=C1)C 4-methoxy-N-(2-methyl-2H-indazol-5-yl)butanamide